6-[5-(Ethylsulfanyl)-1-methyl-1H-imidazol-4-yl]-7-methyl-3-(trifluoromethyl)-7H-imidazo[4,5-c]pyridazine C(C)SC1=C(N=CN1C)C1=NC2=C(N=NC(=C2)C(F)(F)F)N1C